C(C)(C)(C)N(C(O)=O)C/C(=C\F)/CS(=O)(=O)C1=CC(=CC=C1)Cl.C(C)N(CCCCOC(CC)CC)CC 3-(4-(diethylamino)butoxy)pentane tert-butyl-(E)-(2-(((3-chlorophenyl)sulfonyl)methyl)-3-fluoroallyl)-carbamate